C(C)(C)(C)C=1N(C=CN1)C1=CC=C(C=C1)C=1C(=CC(=CC1)CC(C)C)S(=O)(=O)N 4'-(2-(tert-butyl)-1H-imidazol-1-yl)-4-isobutyl-[1,1'-biphenyl]-2-sulfonamide